C(C)(C)(C)OC(NC[C@@H]1CCOC2=C(C=CC=C12)B1OC(C(O1)(C)C)(C)C)=O (R)-tert-butyl(8-(4,4,5,5-tetramethyl-1,3,2-dioxaborolan-2-yl)chroman-4-yl)methylcarbamate